C(C)OC(\C=C\C(N(C=1SC=CN1)CCC1=NC=CC=C1)=O)=O (E)-3-[(2-Pyridin-2-yl-ethyl)-thiazol-2-yl-carbamoyl]-acrylic acid ethyl ester